(S)-3-(1-(5-(difluoromethoxy)-6-ethoxypyridin-2-yl)-2-(methylsulfonyl)ethyl)-1,7-dimethyl-6-(o-tolyl)-1H-imidazo[4,5-b]pyridin-2(3H)-one FC(OC=1C=CC(=NC1OCC)[C@@H](CS(=O)(=O)C)N1C(N(C=2C1=NC=C(C2C)C2=C(C=CC=C2)C)C)=O)F